C1(CC1)C(=O)NC1=NC=C(C(=O)NC)C(=C1)NC1=NN(C2=CC=C(C(=C12)OC)[C@@H](C(F)(F)F)O)C (S)-6-(cyclopropanecarboxamido)-4-((4-methoxy-1-methyl-5-(2,2,2-trifluoro-1-hydroxyethyl)-1H-indazol-3-yl)amino)-N-methylnicotinamide